3-(1-(4-fluorobenzyl)-1H-pyrazol-4-yl)-7,8-dihydroxy-2-(trifluoromethyl)-4H-chromen-4-one FC1=CC=C(CN2N=CC(=C2)C2=C(OC3=C(C(=CC=C3C2=O)O)O)C(F)(F)F)C=C1